CN(C1CN(C1)C(=O)O[C@@H]1CC[C@H](CC1)C(N(C1=NC=CC(=C1)C=1C=NN(C1)C(C)C)C[C@@H]1CC[C@H](CC1)C1=CC(=C(C=C1)OC)C#N)=O)C trans-4-(((trans-4-(3-Cyano-4-methoxy-phenyl)cyclohexyl)-methyl)(4-(1-iso-propyl-1H-pyrazol-4-yl)pyridin-2-yl)carbamoyl)cyclohexyl 3-(dimethylamino)-azetidine-1-carboxylate